FC(C=1C=NC(=NC1)C1=C(C=C2C(N(C=NC2=C1)CCC[C@H](C)NC=1C=NNC(C1C(F)(F)F)=O)=O)F)F 7-[5-(difluoromethyl)pyrimidin-2-yl]-6-fluoro-3-[(4S)-4-[[6-oxo-5-(trifluoromethyl)-1H-pyridazin-4-yl]amino]pentyl]quinazolin-4-one